(4-(2',3',4',5'-tetrahydro-[1,1'-biphenyl]-4-yl)-1H-indazol-3-yl)methanol C1(=CC=C(C=C1)C1=C2C(=NNC2=CC=C1)CO)C=1CCCCC1